tert-Butyl 3-(4-(1-(1,1-difluoro-2-hydroxyethoxy)-2,2,2-trifluoroethyl)-7-(thiazol-2-yl)benzo[d]oxazol-2-yl)-3,6-diazabicyclo[3.1.1]heptane-6-carboxylate FC(CO)(OC(C(F)(F)F)C1=CC=C(C2=C1N=C(O2)N2CC1N(C(C2)C1)C(=O)OC(C)(C)C)C=1SC=CN1)F